(S,E)-3-(7-Amino-8-oxo-6,7,8,9-tetrahydro-5H-pyrido[2,3-b]azepin-3-yl)-N-((7-fluoro-3-methylbenzo[b]thiophen-2-yl)methyl)-N-methylacrylamide hydrochloride Cl.N[C@H]1CCC2=C(NC1=O)N=CC(=C2)/C=C/C(=O)N(C)CC2=C(C1=C(S2)C(=CC=C1)F)C